7-(3-((6-cyclopropylpyridin-3-yl)amino)-7,8-dihydro-1,6-naphthyridin-6(5H)-yl)-8-methyl-4H-pyrimido[1,2-b]pyridazin-4-one C1(CC1)C1=CC=C(C=N1)NC=1C=NC=2CCN(CC2C1)C=1C(=CC=2N(N1)C(C=CN2)=O)C